N-((R)-(4-cyanothiophen-2-yl)(phenyl)methyl)-2-methylpropane-2-sulfinamide C(#N)C=1C=C(SC1)[C@H](NS(=O)C(C)(C)C)C1=CC=CC=C1